ClC1=C(C=CC=C1)C1=NOC(=C1COC1CCN(CC1)C1=CC=C(/C(/N)=N/O)C=C1)C1CC1 (Z)-4-(4-((3-(2-chlorophenyl)-5-cyclopropylisoxazol-4-yl)methoxy)piperidin-1-yl)-N'-hydroxybenzimidamide